ClC=1C(=C(C=CC1)C(=O)C1=CC=CC=C1)N=C=O (3-chloro-2-isocyanatophenyl)(phenyl)methanone